1-(1-tetradecyl)-3-ethylimidazolium C(CCCCCCCCCCCCC)N1C=[N+](C=C1)CC